3-chloro-N-(4-fluoro-3-(3-methoxyquinoxaline-6-carbonyl)phenyl)-4-(trifluoromethyl)benzamide ClC=1C=C(C(=O)NC2=CC(=C(C=C2)F)C(=O)C=2C=C3N=C(C=NC3=CC2)OC)C=CC1C(F)(F)F